(4-isopropylbenzylidene)hydrazine C(C)(C)C1=CC=C(C=NN)C=C1